COC1=CC=CC2=C1NC(=N2)NC(=S)NNC(=O)N2CCN(CC2)C N-(7-methoxy-1H-benzo[d]imidazol-2-yl)-2-(4-methylpiperazine-1-carbonyl)hydrazinecarbothioamide